4-fluoro-1-(1-phenylvinyl)-1H-imidazole-5-carboxylic acid ethyl ester C(C)OC(=O)C1=C(N=CN1C(=C)C1=CC=CC=C1)F